N-(2-(N,N-bis(2,4-dimethoxybenzyl)sulfamoyl)pyridin-4-yl)-4-(4,4-difluoroazepan-1-yl)-2-methyl-pyrimidine-5-carboxamide COC1=C(CN(S(=O)(=O)C2=NC=CC(=C2)NC(=O)C=2C(=NC(=NC2)C)N2CCC(CCC2)(F)F)CC2=C(C=C(C=C2)OC)OC)C=CC(=C1)OC